OC=1C=C(C=O)C=C(C1C=O)O 3,5-dihydroxyterephthalaldehyde